C1(=CC=CC=C1)C(C)N(C=1C(C(=O)O)=CC=CC1)C(C)C1=CC=CC=C1 N,N-bis[1-phenylethyl]anthranilic acid